(cyclopropylmethyl)-N-ethyl-N-phenyl-1,2,3,4-tetrahydroisoquinolin-7-amine hydrochloride Cl.C1(CC1)CC1NCCC2=CC=C(C=C12)N(C1=CC=CC=C1)CC